1-((3-(1,1-Difluoroethyl)pyridin-2-yl)methyl)-3-((1r,4r)-4-(2-fluoro-6-methylphenyl)cyclohexyl)-7-methyl-1,8-naphthyridin-2(1H)-one FC(C)(F)C=1C(=NC=CC1)CN1C(C(=CC2=CC=C(N=C12)C)C1CCC(CC1)C1=C(C=CC=C1C)F)=O